(3-((2-(1,4-dimethyl-1H-pyrazol-5-yl)-5-fluoropyridin-4-yl)oxy)azetidin-1-yl)(5-(4,5-dimethylthiazol-2-yl)-4,5-dihydro-1H-pyrazol-1-yl)methanone CN1N=CC(=C1C1=NC=C(C(=C1)OC1CN(C1)C(=O)N1N=CCC1C=1SC(=C(N1)C)C)F)C